BrC1=NC=C(C(=C1)C1=C(C=NC(=C1)C)C(=O)NC=1SC(=NN1)O[C@H]1C[C@H](CCC1)O)OC 2'-bromo-N-(5-(((1R,3S)-3-hydroxycyclohexyl)oxy)-1,3,4-thiadiazol-2-yl)-5'-methoxy-6-methyl-[4,4'-bipyridine]-3-carboxamide